[Na+].O.C1(CCCCC1)P(C1=C(C=CC=C1)C1=C(C(=CC=C1OC)S(=O)(=O)[O-])OC)C1CCCCC1 2'-Dicyclohexylphosphino-2,6-dimethoxy-3-sulfonato-1,1'-biphenyl hydrate sodium salt